((1S,4aR,10aR)-6-hydroxy-7-methoxy-1-propyl-1,2,3,4,4a,5,10,10a-octahydrobenzo[g]quinolin-1-ium-1-yl)methyl hydrogen phosphate P(=O)(OC[N@+]1(CCC[C@@H]2CC3=C(C[C@@H]12)C=CC(=C3O)OC)CCC)(O)[O-]